2-((1-benzylpiperidin-4-yl)methyl)-5-phenylpyridazin-3(2H)-one hydrochloride Cl.C(C1=CC=CC=C1)N1CCC(CC1)CN1N=CC(=CC1=O)C1=CC=CC=C1